C(C)(C)(C)OC(C[C@H]([C@H]([C@H](CC)C)N(C)C([C@H](C(C)C)N)=O)OC)=O (3R,4S,5S)-4-[(2S)-2-amino-N,3-dimethylbutyrylamino]-3-methoxy-5-methylheptanoic acid tert-butyl ester